COC=1C=C(C=C(C1OC)OC)\C=C/C1=CC=C(C=C1)CC (Z)-3,4,5-Trimethoxy-4'-ethylstilbene